Methyl (6-(2-fluoro-4-((4-oxo-3,4-dihydrophthalazin-1-yl)methyl)phenyl)-1H-benzoimidazol-2-yl)carbamate FC1=C(C=CC(=C1)CC1=NNC(C2=CC=CC=C12)=O)C=1C=CC2=C(NC(=N2)NC(OC)=O)C1